tert-butyl (S)-4-(3-(adamantan-1-yl)-1,2,4-oxadiazol-5-yl)-4-aminobutylcarbamate C12(CC3CC(CC(C1)C3)C2)C2=NOC(=N2)[C@H](CCCNC(OC(C)(C)C)=O)N